BrC1=CC=CC(=N1)C(=O)N[C@H]1[C@@H](CN(CC1)C(=O)OC(C)(C)C)F tert-butyl (3R,4R)-4-[(6-bromopyridine-2-carbonyl)amino]-3-fluoro-piperidine-1-carboxylate